C1=CC=CC=2C3=CC=CC=C3C(C12)COC(=O)N(C(C(=O)OC(C)(C)C)CC=1C=NC=C(C1)Cl)C tert-Butyl 2-((((9H-fluoren-9-yl)methoxy) carbonyl)(methyl)amino)-3-(5-chloropyridin-3-yl)propanoate